COC1=CC=C(CN2C(=CC3=CC=CC=C23)C2=NNC(=C2)NC(C2=CC=C(C=C2)NC2CCN(CC2)C)=O)C=C1 N-(3-(1-(4-methoxybenzyl)-1H-indol-2-yl)-1H-pyrazol-5-yl)-4-((1-methylpiperidin-4-yl)amino)benzamide